N-(4-(pyridin-2-yl)thiazol-2-yl)-1-(pyridin-4-ylmethyl)-1H-pyrrole-2-carboxamide N1=C(C=CC=C1)C=1N=C(SC1)NC(=O)C=1N(C=CC1)CC1=CC=NC=C1